(S)-N-(1-amino-1-oxopropan-2-yl)-5-(4-(trifluoromethyl)phenyl)-2-naphthamide NC([C@H](C)NC(=O)C1=CC2=CC=CC(=C2C=C1)C1=CC=C(C=C1)C(F)(F)F)=O